methyl 7-chloro-4-hydroxy-8-phenoxyisoquinoline-3-carboxylat ClC1=CC=C2C(=C(N=CC2=C1OC1=CC=CC=C1)C(=O)OC)O